S1C(=CC=C1)C1(CNCCO1)C(F)(F)F 2-(thiophen-2-yl)-2-(trifluoromethyl)morpholine